COC=1C=C(C#N)C=CC1C=1C2=C(C(NN1)=O)C=NC=C2 3-methoxy-4-(4-oxo-3H-pyrido[3,4-d]pyridazin-1-yl)benzonitrile